r-terpinene CC1=C2CC(C2(C)C)C[C@H]1C3(CC4CC(=C3C)C4(C)C)C5CC6CC(=C5C)C6(C)C